1,3-dihydro-3,3-bis(4-hydroxyphenyl)-7-methyl-2H-indol-2-one OC1=CC=C(C=C1)C1(C(NC2=C(C=CC=C12)C)=O)C1=CC=C(C=C1)O